3-(6-(4-acetylpiperazin-1-yl)pyrid-3-yl)-5-(2-fluoro-6-methylphenyl)-1H-pyrazolo[4,3-c]pyridazin-6(5H)-one C(C)(=O)N1CCN(CC1)C1=CC=C(C=N1)C1=NNC=2C1=NN(C(C2)=O)C2=C(C=CC=C2C)F